C(C)(C)(C)OC(=O)N1[C@@H](C[C@H](C1)OC(C)C)CO (2S,4R)-2-(hydroxymethyl)-4-isopropoxypyrrolidine-1-carboxylic acid tert-butyl ester